(2S,5S)-tert-Butyl 5-methyl-2-((7-methyl-2-(2-methyl-4-(methylcarbamoyl)phenyl)imidazo[1,2-a]pyridin-3-yl)methyl)morpholine-4-carboxylate C[C@H]1CO[C@H](CN1C(=O)OC(C)(C)C)CC1=C(N=C2N1C=CC(=C2)C)C2=C(C=C(C=C2)C(NC)=O)C